FC1=C(C(=CC=C1OC(C)C)F)B(O)O 2,6-DIFLUORO-3-ISOPROPOXYPHENYLBORONIC ACID